C1C=CCC1 2-cyclopentene